ClC1=C(C=CC(=C1)COS(=O)(=O)C)C1CCN(CC1)C(=O)OC(C)(C)C tert-Butyl 4-(2-chloro-4-(((methylsulfonyl)oxy)methyl)phenyl)piperidine-1-carboxylate